2-(5'-((2,6-Dioxopiperidin-3-yl)amino)-4-hydroxy-2',3'-dihydrospiro[cyclohexane-1,1'-inden]-4-yl)acetic acid tert-butyl ester C(C)(C)(C)OC(CC1(CCC2(CCC3=CC(=CC=C23)NC2C(NC(CC2)=O)=O)CC1)O)=O